C1=C(C=CC2=CC=CC=C12)[C@@]1([C@H](CCCC1)CC1=NC=CC=C1)O (1R,2R)-1-(2-naphthyl)-2-(pyridin-2-ylmethyl)cyclohexanol